3-Oxo-2,2,5,5-tetramethyl-pyrrolidin O=C1C(NC(C1)(C)C)(C)C